N1=CN=C(C2=C1N=C(C=C2)N)N pyrido[2,3-d]Pyrimidine-4,7-diamine